(R)-tert-butyl 2-(methoxy(methyl)carbamoyl)-2-methylpyrrolidine-1-carboxylate CON(C(=O)[C@@]1(N(CCC1)C(=O)OC(C)(C)C)C)C